OC(=O)C(F)(F)F.BrC1=CC=CC(=N1)N1C2(CC(C1)C2)C(=O)N (6-bromopyridin-2-yl)-2-azabicyclo[2.1.1]hexane-1-carboxamide TFA salt